1-(3-(3-Chlorophenyl)prop-2-yn-1-yl)-4-(5-(difluoromethyl)-1,3,4-oxadiazol-2-yl)pyridin-2(1H)-one ClC=1C=C(C=CC1)C#CCN1C(C=C(C=C1)C=1OC(=NN1)C(F)F)=O